C1(CC1)C1=NC=2N(C(=N1)NC=1N=CN(C1)C1=CC(=C(C(=C1)OC)OC)OC)N=CC2C(C)C 2-cyclopropyl-8-isopropyl-N-(1-(3,4,5-trimethoxyphenyl)-1H-imidazol-4-yl)pyrazolo[1,5-a][1,3,5]triazin-4-amine